NC=1C=CC2=C(N=C(O2)C2=C3C=C(N=CC3=C(N=C2)NC)NC2=CC=CC(=N2)OCCCC(=O)O)C1 4-[[6-[[5-(5-amino-1,3-benzoxazol-2-yl)-8-(methylamino)-2,7-naphthyridin-3-yl]amino]-2-pyridyl]oxy]butanoic acid